5-bromo-N,N-didecylvaleramide BrCCCCC(=O)N(CCCCCCCCCC)CCCCCCCCCC